5-(azetidin-3-yl)-2-spiro[3.3]Heptane-2-yl-pyridine N1CC(C1)C=1C=CC(=NC1)C1CC2(C1)CCC2